ClC1=C(C=C(C=C1)N1N=C(N=C1CNC(=O)NCC1=NC=NN1C=1C=C2C=NN(C2=CC1)C)C)F 1-{[1-(4-chloro-3-fluorophenyl)-3-methyl-1H-1,2,4-triazol-5-yl]methyl}-3-{[1-(1-methyl-1H-indazol-5-yl)-1H-1,2,4-triazol-5-yl]methyl}urea